BrC1=CC=C(C=C1)/C=C/C(=O)N1CCN(CC1)C(=O)C=1C=NC(=NC1)OCC (E)-3-(4-bromophenyl)-1-(4-(2-ethoxypyrimidine-5-carbonyl)piperazin-1-yl)prop-2-en-1-one